ClC1=C(C(=NC=C1)C1=CC=C2C=CC=NC2=C1)C=1C=NN(C1)CCC(C)C 7-{4-chloro-3-[1-(3-methylbutyl)-1H-pyrazol-4-yl]pyridin-2-yl}quinoline